5,2'-dibromo-4',5'-dimethoxybenzophenone BrC=1C=CC=C(C(=O)C2=C(C=C(C(=C2)OC)OC)Br)C1